ClC1=CC=C2CCC(C2=C1)C(=O)C1=CC=CC=C1 (6-chloro-2,3-dihydro-1H-indene-1-yl)(phenyl)methanone